3-(benzo[d][1,3]dioxol-5-yl)-3-(3-(2-(cycloheptylamino)-2-oxoethoxy)quinolin-6-yl)propanoic acid O1COC2=C1C=CC(=C2)C(CC(=O)O)C=2C=C1C=C(C=NC1=CC2)OCC(=O)NC2CCCCCC2